trans-1,3-cyclobutanedimethanol [C@H]1(C[C@H](C1)CO)CO